(2S)-4-(6-chloropyridazin-3-yl)-N-methyl-morpholine-2-carboxamide ClC1=CC=C(N=N1)N1C[C@H](OCC1)C(=O)NC